trihexyl-tetradecylphosphonium persulfate S(=O)(=O)([O-])OOS(=O)(=O)[O-].C(CCCCC)[P+](CCCCCCCCCCCCCC)(CCCCCC)CCCCCC.C(CCCCC)[P+](CCCCCC)(CCCCCC)CCCCCCCCCCCCCC